6-(((9H-fluoren-9-yl)methoxy)carbonyl)-N2-(tert-butoxycarbonyl)-L-lysine C1=CC=CC=2C3=CC=CC=C3C(C12)COC(=O)C(CCC[C@H](NC(=O)OC(C)(C)C)C(=O)O)N